C(C)(=O)N1CCN(CC1)CC=1N=NN(C1)[C@H](C(=O)N1[C@@H](C[C@H](C1)O)C(=O)NC)C(C)(C)C (2S,4R)-1-[(2S)-2-[4-[(4-acetylpiperazin-1-yl)methyl]triazol-1-yl]-3,3-dimethyl-butanoyl]-4-hydroxy-N-methyl-pyrrolidine-2-carboxamide